FC1=NC(=CC=C1N1CCN(CC1)CC=1C=CC=2C3=C(C(NC2C1C)=O)OC=C3)C(NC)=O 7-((4-(2-fluoro-6-(methylcarbamoyl)pyridin-3-yl)piperazin-1-yl)methyl)-6-methylfuro[2,3-c]quinolin-4(5H)-one